C(C)(=O)O[C@@H]1[C@H](O[C@H]([C@@H]([C@H]1OC(C)=O)O)OC1=CC=C(C=C1)C=O)C(=O)OC (2S,3S,4R,5R,6S)-6-(4-formylphenoxy)-5-hydroxy-2-(methoxycarbonyl)tetrahydro-2H-pyran-3,4-diyl diacetate